sodium 1-methylnaphthalenesulfonate CC1(CC=CC2=CC=CC=C12)S(=O)(=O)[O-].[Na+]